9-fluoro-6-methoxy-1,4,4-trimethyl-4,5-dihydro-[1,2,4]triazolo[4,3-a]quinoxaline FC=1C=CC(=C2NC(C=3N(C12)C(=NN3)C)(C)C)OC